OC1(CCOCC1)C#CC1=CC2=C(OC[C@@H](C(N2C)=O)NC(C2=NC=CC(=C2)OC2=CC=CC=C2)=O)C=C1 (S)-N-(7-((4-hydroxytetrahydro-2H-pyran-4-yl)ethynyl)-5-methyl-4-oxo-2,3,4,5-tetrahydrobenzo[b][1,4]oxazepin-3-yl)-4-phenoxypicolinamide